N1=C(C=CC=C1)S(=O)(=O)[O-] pyridine-2-sulfonate